5-amino-6-(2-chloro-5-fluorobenzoyl)-2-methyl-2H-indazol-3,7-dinitrile NC1=CC2=C(N(N=C2C(=C1C(C1=C(C=CC(=C1)F)Cl)=O)C#N)C)C#N